NC1CCC2=C1C=C(C=1C=C(N=CC21)Cl)S(=O)(=O)NC(C(C)C)([2H])[2H] 7-amino-3-chloro-N-(1,1-dideuterio-2-methyl-propyl)-8,9-dihydro-7H-cyclopenta[h]isoquinoline-5-sulfonamide